(2R,3R,4R,5S)-1-(2-(3,5-difluoro-[1,1'-biphenyl]-4-yl)ethyl)-2-(hydroxymethyl)piperidine-3,4,5-triol FC=1C=C(C=C(C1CCN1[C@@H]([C@H]([C@@H]([C@H](C1)O)O)O)CO)F)C1=CC=CC=C1